Succinate C(CCC(=O)[O-])(=O)[O-]